CC(CO)C(C)C 2,3-Dimethyl-1-butanol